FC1=C(C=CC(=C1)F)N1N=CC=2C[C@@H]3[C@H](C12)C3 (1aR,5aR)-2-(2,4-Difluorophenyl)-1a,2,5,5a-tetrahydro-1H-2,3-diazacyclopropa[a]pentalen